ClC=1C(=NC2=CC(=CC(=C2C1)F)CC(C)C1=C[C@H]([C@H]2[C@@]1(OC(O2)(C)C)C)N2C=CC1=C2N=CN=C1Cl)N 3-Chloro-7-(2-((3aS,4R,6aR)-4-(4-chloro-7H-pyrrolo[2,3-d]pyrimidin-7-yl)-2,2,6a-trimethyl-3a,6a-dihydro-4H-cyclopenta[d][1,3]dioxol-6-yl)propyl)-5-fluoroquinolin-2-amine